NC(C(F)(F)F)C1=CC(C(=CO1)OCC1CCN(CC1)C(=O)OC(C)(C)C)=O tert-Butyl 4-(((6-(1-amino-2,2,2-trifluoroethyl)-4-oxo-4H-pyran-3-yl)oxy)-methyl)piperidine-1-carboxylate